OC1=C(OC2=CC3=C(N=C(S3)C=3SC[C@@H](N3)C(=O)O)C=C2)C=CC=C1 (S)-2-(6-(2-hydroxyphenoxy)benzo[d]thiazol-2-yl)-4,5-dihydrothiazole-4-carboxylic acid